1,1,1,3,3,3-hexafluoro-propan-2-yl (R or S)-1-((1-methyl-1H-pyrazol-3-yl)-carbamoyl)-6-azaspiro[2.5]-octane-6-carboxylate CN1N=C(C=C1)NC(=O)[C@@H]1CC12CCN(CC2)C(=O)OC(C(F)(F)F)C(F)(F)F |o1:9|